C(C1=CC=CC=C1)=C1C(C(C2=CC=CC=C12)=O)=O benzylideneindenedione